ClC1=C2C(N(C=NC2=CC=C1)CCOC)=O 5-chloro-3-(2-methoxyethyl)-4-oxo-quinazoline